4-(4-Fluorobenzyl)-N,N-dimethylnaphthalen-1-amine FC1=CC=C(CC2=CC=C(C3=CC=CC=C23)N(C)C)C=C1